(S)-4-(4-(cyclopropylmethyl)-3-methylpiperazin-1-yl)-N-(7-fluoro-2-methylimidazo[1,2-a]pyridin-6-yl)-2,3-dihydro-1H-pyrrolo[2,3-b]pyridine-1-carboxamide 2,2,2-trifluoroacetate FC(C(=O)O)(F)F.C1(CC1)CN1[C@H](CN(CC1)C1=C2C(=NC=C1)N(CC2)C(=O)NC=2C(=CC=1N(C2)C=C(N1)C)F)C